ClC=1C=C(C=CC1C(=O)N1CCN(CC1)C(=O)C1CCNCC1)NC(=O)C=1N(C(=CN1)C=1C(=NC(=CC1)Cl)Cl)C N-[3-chloro-4-[4-(piperidine-4-carbonyl)piperazine-1-carbonyl]phenyl]-5-(2,6-dichloro-3-pyridyl)-1-methyl-imidazole-2-carboxamide